ethyl 4-(6-((tert-butoxycarbonyl)amino)-1-tosyl-1H-pyrrolo[2,3-b]pyridin-3-yl)benzoate C(C)(C)(C)OC(=O)NC1=CC=C2C(=N1)N(C=C2C2=CC=C(C(=O)OCC)C=C2)S(=O)(=O)C2=CC=C(C)C=C2